2-(Piperidin-4-yl)ethane-1-ol N1CCC(CC1)CCO